2-(3-fluoropyridin-4-yl)-1H-naphthyridine FC=1C=NC=CC1C1NC2=NC=CC=C2C=C1